5-(prop-1-yn-1-yl)pyrimidine-2,4(1H,3H)-dione C(#CC)C=1C(NC(NC1)=O)=O